(S)-2-chloro-6-((1-(5-methyl-2-((tetrahydro-furan-3-yl)amino) pyrimidin-4-yl)-1H-imidazole-4-carboxamido)-methyl)benzyl-propionate ClC1=C(COC(CC)=O)C(=CC=C1)CNC(=O)C=1N=CN(C1)C1=NC(=NC=C1C)N[C@@H]1COCC1